FC(S(=O)(=O)OC1=C(C(N(C(=C1)C)C1=CC(=NC=C1C)C1=NC(=NC=C1)C(C)(C)O)=O)Cl)(F)F 3-chloro-2'-[2-(2-hydroxypropan-2-yl)pyrimidin-4-yl]-5',6-dimethyl-2-oxo-[1,4'-bipyridin]-4-yl trifluoromethanesulfonate